(S)-(4-(difluoromethyl)-2-(2-(methylamino)propan-2-yl)oxazol-5-yl)(4-(5-fluorobenzo[d]oxazol-2-yl)-6,7-dihydro-1H-imidazo[4,5-c]pyridin-5(4H)-yl)methanone FC(C=1N=C(OC1C(=O)N1[C@@H](C2=C(CC1)NC=N2)C=2OC1=C(N2)C=C(C=C1)F)C(C)(C)NC)F